C(C)(C)(C)OC(=O)N1CC2(C(C3=CC=CC=C3C2)=O)C1 oxo-1',3'-dihydro-spiro[azetidine-3,2'-indene]-1-carboxylic acid tert-butyl ester